2,3,5-triiodo-p-phenylenediamine IC1=C(C=C(C(=C1I)N)I)N